(S)-N-(5-(2-(2-aminopyridin-3-yl)-5-(1H-pyrazol-1-yl)-3H-imidazo[4,5-b]pyridin-3-yl)-2,3-dihydro-1H-inden-1-yl)-2-cyano-5-formyl-4-hydroxybenzamide NC1=NC=CC=C1C1=NC=2C(=NC(=CC2)N2N=CC=C2)N1C=1C=C2CC[C@@H](C2=CC1)NC(C1=C(C=C(C(=C1)C=O)O)C#N)=O